O=C1C(O)=C([O-])[C@H](O1)[C@@H](O)CO.[Na+].Br Hydrobromic acid Sodium L-ascorbate